1,3-di(tertiary-butyl-peroxyisopropyl)benzene C(C)(C)(C)OOC(C)(C)C1=CC(=CC=C1)C(C)(C)OOC(C)(C)C